C1(CC1)NC(C1=C(C=C(C(=C1)N1C=NC(=C1)C=1C(=NC=C(C1)N[C@@H]1[C@@H](CNCC1)F)F)C)F)=O N-cyclopropyl-2-fluoro-5-(4-(2-fluoro-5-(((3R,4S)-3-fluoropiperidin-4-yl)amino)pyridin-3-yl)-1H-imidazol-1-yl)-4-methylbenzamide